COC1CN(CC(C1)C=1C(=C2COC(C2=CC1)=O)C)CC=1C=NN(C1)C1=CC(=C(C=N1)C#N)C 6-(4-((3-methoxy-5-(4-methyl-1-oxo-1,3-dihydroisobenzofuran-5-yl)piperidin-1-yl)methyl)-1H-pyrazol-1-yl)-4-methylpyridine-3-carbonitrile